C(N)(=O)C(C(C)O)NC(=O)C1=CC=C(C=C1)C#CC#CC1=CC=CC=C1 N-(1-carbamoyl-2-hydroxypropyl)[4-(4-phenylbuta-1,3-diynyl)phenyl]carboxamide